ClC1=C(C(=CC=C1)C)NC(=O)C1=CN=C(S1)NC1=NC(=NC(=C1)N1CCN(CC1)C(CCCOC1=C2CN(C(C2=CC=C1)=O)C1C(NC(CC1)=O)=O)=O)C N-(2-chloro-6-methylphenyl)-2-((6-(4-(4-((2-(2,6-dioxopiperidin-3-yl)-1-oxoisoindolin-4-yl)oxy)butanoyl)piperazin-1-yl)-2-methylpyrimidin-4-yl)amino)thiazole-5-carboxamide